CON(C(=O)C1CCC(CC1)OC)C (1s,4s)-N,4-dimethoxy-N-methylcyclohexane-1-carboxamide